FC(C=1C=C(CN)C=C(C1)C(F)(F)F)(F)F 3,5-Bis(trifluoromethyl)-benzylamine